1,1-dichlorocyclopropane ClC1(CC1)Cl